(R)-4-(((tert-butyldiphenylsilyl)oxy)methyl)-2,2-dimethylpiperidine [Si](C1=CC=CC=C1)(C1=CC=CC=C1)(C(C)(C)C)OC[C@H]1CC(NCC1)(C)C